C1(=C(C=CC=C1)C1=NC(=NC(=N1)C1=CC=C(C=C1)C1=CC=CC=C1)C1=CC(=CC=C1)Cl)C1=CC=CC=C1 2-([1,1'-biphenyl]-2-yl)-4-([1,1'-biphenyl]-4-yl)-6-(3-chlorophenyl)-1,3,5-triazine